N-(2-(5-(2-(imidazo[1,5-a]pyridin-3-ylthio)acetyl)thiophen-2-yl)ethyl)methanesulfonamide C=1N=C(N2C1C=CC=C2)SCC(=O)C2=CC=C(S2)CCNS(=O)(=O)C